4-iodo-1-(oxacyclohex-2-yl)-1H-pyrazole-3-carbaldehyde IC=1C(=NN(C1)C1OCCCC1)C=O